aminolevulinate (hexyl aminolevulinate) C(CCCCC)NC(C(=O)O)CC(=O)C.NC(C(=O)O)CC(=O)C